(S)-5-(2,2-dimethyltetrahydro-2H-pyran-4-yl)-N-methyl-1-(1-(5-carbonyl-4,5-dihydro-1,2,4-oxadiazol-3-yl)cyclopropyl)-N-phenyl-1H-indole-2-carboxamide CC1(OCC[C@@H](C1)C=1C=C2C=C(N(C2=CC1)C1(CC1)C1=NOC(N1)=C=O)C(=O)N(C1=CC=CC=C1)C)C